N-(3-{2-cyano-1-[4-(7H-pyrrolo[2,3-d]pyrimidin-4-yl)-1H-pyrazol-1-yl]ethyl}phenyl)-2-naphthamide trifluoroacetate FC(C(=O)O)(F)F.C(#N)CC(N1N=CC(=C1)C=1C2=C(N=CN1)NC=C2)C=2C=C(C=CC2)NC(=O)C2=CC1=CC=CC=C1C=C2